tert-butyl (3R)-aminopiperidine-1-carboxylate NC1N(CCCC1)C(=O)OC(C)(C)C